tert-butyl 2-((1-(2-(4-fluorophenyl)-3,6-dimethyl-4-oxo-3,4-dihydroquinazolin-8-yl)ethyl)amino)benzoate FC1=CC=C(C=C1)C1=NC2=C(C=C(C=C2C(N1C)=O)C)C(C)NC1=C(C(=O)OC(C)(C)C)C=CC=C1